NC[C@@H]([C@@H](C(=O)O)NC([C@H](C)N)=O)CCCB(O)O (2S,3S)-3-(aminomethyl)-2-[[(2S)-2-aminopropionyl]amino]-6-dihydroxyboryl-hexanoic acid